phenethyl formylacetate C(=O)CC(=O)OCCC1=CC=CC=C1